OC1=C(C(=C(C(=C1C(F)(F)F)SCCCS(=O)(=O)[O-])O)C(F)(F)F)SCCCS(=O)(=O)[O-].[Na+].[Na+] sodium 3,3'-((2,5-dihydroxy-3,6-bis(trifluoromethyl)-1,4-phenylene)bis(sulfanediyl))bis(propane-1-sulfonate)